(2R,4R)-4-((methylsulfonyl)oxy)piperidine-1,2-dicarboxylic acid 2-benzyl 1-(tert-butyl) ester C(C)(C)(C)OC(=O)N1[C@H](C[C@@H](CC1)OS(=O)(=O)C)C(=O)OCC1=CC=CC=C1